BrC=1C=CC(=NC1CC(C)C)N 5-bromo-6-isobutylpyridin-2-amine